ClC1=CC=2C3=C(C(=NC2C(=C1C1=CC=CC2=CC=CC(=C12)Cl)F)SC)C=NN3[C@@H]3C[C@H](N(CC3)C(=O)OC(C)(C)C)CC#N tert-butyl (2S,4S)-4-(8-chloro-7-(8-chloronaphthalen-1-yl)-6-fluoro-4-(methylthio)-1H-pyrazolo[4,3-c]quinolin-1-yl)-2-(cyanomethyl)piperidine-1-carboxylate